3-fluoro-N-methyl-4-(prop-2-yn-1-ylamino)benzamide FC=1C=C(C(=O)NC)C=CC1NCC#C